C(C)(C)[C@@H]1NCCC2=CC=CC=C12 (S)-1-isopropyl-1,2,3,4-tetrahydroisoquinoline